C1(=CC=C(C=C1)NC(=O)[C@@H]1CC[C@H]2N1C([C@H](CCC2)NC(=O)C2=CC1=C(S2)C=CC(=C1)C(F)(F)P(O)(O)=O)=O)C1=CC=CC=C1 ((2-(((3S,6S,9aS)-3-([1,1'-biphenyl]-4-ylcarbamoyl)-5-oxooctahydro-1H-pyrrolo[1,2-a]azepin-6-yl)carbamoyl)benzo[b]thiophen-5-yl)difluoromethyl)phosphonic acid